2-(N,N-dimethylsulfamoyl)-3,4,5,6-tetrafluoro-N-phenylbenzamide CN(S(=O)(=O)C1=C(C(=O)NC2=CC=CC=C2)C(=C(C(=C1F)F)F)F)C